N[C@H](C(=O)OC)CC1=NC=CC(=C1)C=O METHYL (2S)-2-AMINO-3-(4-FORMYL(2-PYRIDYL))PROPANOATE